C(C)N(CC)CCN(CCOC(OC(CCCCCCCCCC(=O)OCC(CCCCCC)CCCC)CCCCCC)=O)CCOC(CCCCCCC\C=C/CCCCCCCC)=O 2-butyloctyl 3-ethyl-12-hexyl-6-(2-(oleoyloxy) ethyl)-10-oxo-9,11-dioxa-3,6-diazaheneicosane-21-carboxylate